ClC1=C2C(=NC=3C=C(C(=CC13)OC)COCCN1CCCC1)CCC2 1-[2-({9-chloro-7-methoxy-1H,2H,3H-cyclopenta[b]quinolin-6-yl}methoxy)ethyl]pyrrolidine